O=C1N(CCC(N1)=O)C1=CN=CC2=C(C=CC(=C12)F)N1CCN(CC1)C(=O)OC(C)(C)C Tert-butyl 4-[4-(2,4-dioxohexahydropyrimidin-1-yl)-5-fluoro-8-isoquinolyl]piperazine-1-carboxylate